(S)-7-(2-Cyclopropyl-benzyl)-5-(2'-methoxy-4'-methyl-3,4,5,6-tetrahydro-2H-[1,3']bipyridinyl-4-yl)-2,4-dimethyl-2,4,5,7-tetrahydro-pyrazolo[3,4-d]pyrimidin-6-on C1(CC1)C1=C(CN2C(N([C@H](C=3C2=NN(C3)C)C)C3CCN(CC3)C=3C(=NC=CC3C)OC)=O)C=CC=C1